N-hexyl-4-(1H-pyrrolo[3,2-c]pyridin-4-yl)benzamide C(CCCCC)NC(C1=CC=C(C=C1)C1=NC=CC2=C1C=CN2)=O